tert-butoxycarbonylpiperidine-3-carboxylic acid C(C)(C)(C)OC(=O)N1CC(CCC1)C(=O)O